6-methyl-2-(1-methyl-1H-pyrazol-4-yl)-1-phenyl-3-(phenylsulfonyl)-1'-(1H-pyrazol-4-yl)-3,6-dihydro-7H-spiro[dipyrrolo[2,3-b:3',2'-d]pyridine-8,4'-piperidin]-7-one trifluoroacetate salt FC(C(=O)O)(F)F.CN1C(C2(CCN(CC2)C=2C=NNC2)C2=C3C(=NC=C21)N(C(=C3C3=CC=CC=C3)C=3C=NN(C3)C)S(=O)(=O)C3=CC=CC=C3)=O